N-(2-hydroxy-2-methylpropyl)-N,2-dimethyl-4-(4,4,5,5-tetramethyl-1,3,2-dioxaborolan-2-yl)benzamide OC(CN(C(C1=C(C=C(C=C1)B1OC(C(O1)(C)C)(C)C)C)=O)C)(C)C